C(C1=CC=CC=C1)(=O)[O-].OC[PH3+] (hydroxymethyl)phosphonium benzoate